C1(CCC1)C=1C(=NN(C1C1=CC=C(C=C1)F)C)NC(=O)C1CC(C1)(F)F N-(4-cyclobutyl-5-(4-fluorophenyl)-1-methyl-1H-pyrazol-3-yl)-3,3-difluorocyclobutane-1-carboxamide